OC=1C=C2C(=CC(NC2=CC1O)=O)C 6,7-dihydroxy-4-methyl-1,2-dihydroquinolin-2-one